C(C1=CC=CC=C1)N1CCOC(C1)C1=CC=C(C=C1)F 4-benzyl-6-(4-fluorophenyl)morpholine